N=1N=CC=2C1C(N=NC2)=O Pyrazolo[3,4-d]pyridazin-7-one